2-(((1,3-dioxolan-2-yl)methyl)thio)phenol O1C(OCC1)CSC1=C(C=CC=C1)O